C(C)(C)(C)OC(C(C)N1C[C@@H]2N(CC([C@@H]2C1)(F)F)C(=O)OCC1=CC=CC=C1)=O (cis)-Benzyl 5-(1-(tert-butoxy)-1-oxopropan-2-yl)-3,3-difluorohexahydropyrrolo[3,4-b]pyrrole-1(2H)-carboxylate